(4-ethoxyphenyl)carboxamide C(C)OC1=CC=C(C=C1)C(=O)N